dimethyl-tetradecylammonium bromide [Br-].C[NH+](CCCCCCCCCCCCCC)C